2-(benzylthio)benzothiazole C(C1=CC=CC=C1)SC=1SC2=C(N1)C=CC=C2